N-(4-(4-amino-3-(3-methoxy-4-((4-methylpyrimidin-2-yl)oxy)phenyl)-7-oxo-6,7-dihydro-2H-pyrazolo[3,4-d]pyridazin-2-yl)phenyl)methacrylamide NC=1C=2C(C(NN1)=O)=NN(C2C2=CC(=C(C=C2)OC2=NC=CC(=N2)C)OC)C2=CC=C(C=C2)NC(C(=C)C)=O